FC1=CNC=C1F 3,4-Difluoropyrrole